CC1(CNCCC1)NC(=O)C=1N=C(SC1)C=1C=NN(C1)C1=CC=CC=C1 N-(3-methylpiperidin-3-yl)-2-(1-phenyl-1H-pyrazol-4-yl)-1,3-thiazole-4-carboxamide